C(C(O)CC(=O)[O-])(=O)OC(C)CC(=O)OCC mono-(4-ethoxy-4-oxo-butan-2-yl) malate